3-(3-chloro-5-(trifluoromethyl)phenyl)-8-((6-chloropyridin-3-yl)methyl)pyrido[2,3-d]pyrimidine-2,4(3H,8H)-dione ClC=1C=C(C=C(C1)C(F)(F)F)N1C(N=C2C(C1=O)=CC=CN2CC=2C=NC(=CC2)Cl)=O